C(#C)C1CCC(CC1)C1=C2C(=NC(=C1)N1[C@@H](COCC1)C)N(N=C2)C2=CC=NN2 (R)-4-(4-(4-ethynylcyclohexyl)-1-(1H-pyrazol-5-yl)-1H-pyrazolo[3,4-b]pyridin-6-yl)-3-methylmorpholine